1,2-dimethyldibenzothiophene CC1=C(C=CC=2SC3=C(C21)C=CC=C3)C